FC(C(=O)O)(F)F.CC1(N(CCNC1)CC1CCN(CC1)C(=O)OCC1=CC=CC=C1)C benzyl 4-((2,2-dimethylpiperazin-1-yl)methyl)piperidine-1-carboxylate 2,2,2-trifluoroacetate